OCCNC(C(CC(C)C)SC1=CNC2=CC=CC(=C12)C)=O N-(2-hydroxyethyl)-4-methyl-2-((4-methyl-1H-indol-3-yl)thio)pentanamide